FC1=CC=C(C=C1)C=1C(C(=CN(C1)CCN1CCOCC1)C(=O)N)=O 5-(4-fluorophenyl)-1-(2-morpholin-4-ylethyl)-4-oxopyridine-3-carboxamide